ClC=1C(=C(C=CC1)C=1CCS(C2=C(C1C1=CC=C(C=C1)O[C@@H]1CN(CC1)CCCF)C=CC(=C2)O)(=O)=O)C 4-(3-Chloro-2-methylphenyl)-5-[4-[(3S)-1-(3-fluoropropyl)pyrrolidin-3-yl]oxyphenyl]-1,1-dioxo-2,3-dihydro-1λ6-benzothiepin-8-ol